Cl.C1(=CC=C(C=C1)COC(=O)C=1C=NC(=C(C1)Cl)N1CCNCC1)C 5-chloro-6-piperazin-1-yl-pyridine-3-carboxylic acid p-tolylmethyl ester hydrochloride